FC=1C(=CC=2C3=C(NC(C2C1)=O)COC[C@@H]3N(C(=O)C3=CC=1C(=CN=C(C1)C(F)(F)F)N3)C)F (R)-N-(8,9-difluoro-6-oxo-1,4,5,6-tetrahydro-2H-pyrano[3,4-c]isoquinolin-1-yl)-N-methyl-5-(trifluoromethyl)-1H-pyrrolo[2,3-c]pyridine-2-carboxamide